(R)-5-((1H-Pyrazol-4-yl)amino)-2-methyl-N-(1-(naphthalen-1-yl)ethyl)benzamide N1N=CC(=C1)NC=1C=CC(=C(C(=O)N[C@H](C)C2=CC=CC3=CC=CC=C23)C1)C